C=NO Formaldoxim